OC(CN1N=CC(=C1)C1=NC(=NC=C1C(F)(F)F)NC1CCN(CC1)S(=O)(=O)CCCN1C[C@@](CC1)(O)C)(C)C (R)-1-(3-((4-((4-(1-(2-Hydroxy-2-methylpropyl)-1H-pyrazol-4-yl)-5-(trifluoromethyl)pyrimidin-2-yl)amino)piperidin-1-yl)sulfonyl)propyl)-3-methylpyrrolidin-3-ol